O1CCN(CC1)CCOC1=CC=C2C=C(C(=CC2=C1)O)C=1N=NC(=CC1)OC1CC(NC(C1)(C)C)(C)C 7-(2-Morpholinoethoxy)-3-(6-((2,2,6,6-tetramethylpiperidin-4-yl)oxy)pyridazin-3-yl)naphthalin-2-ol